C(CN)N Ethylenedi-amine